O[C@@H]1C[C@@H]2CCC[C@@H]12 (1R,5S,6S,7R)-7-hydroxybicyclo[3.2.0]heptan